C(C)(C)(C)C1=C(C=C(C(=C1)[Si](C)(CC)CC)O)NC(=O)C1=CNC2=CC=CC=C2C1=O N-(2-(tert-Butyl)-4-(diethyl(methyl)silyl)-5-hydroxyphenyl)-4-oxo-1,4-dihydroquinoline-3-carboxamide